Methyl 5-fluoro-2-hydroxy-3-nitrobenzoate FC=1C=C(C(=C(C(=O)OC)C1)O)[N+](=O)[O-]